C1(CC1)C=1N=NN(C1)[C@H](C(=O)N1[C@@H](C[C@H](C1)O)C=1SC2=C(N1)C=C(C=C2)OC)C(C)C (S)-2-(4-cyclopropyl-1H-1,2,3-triazol-1-yl)-1-((2S,4R)-4-hydroxy-2-(5-methoxybenzo[d]thiazol-2-yl)pyrrolidin-1-yl)-3-methylbutan-1-one